BrC1=CC=C2C(N(CNC2=C1)CCC(=O)O)=O 3-(7-bromo-4-oxo-1,2-dihydro-quinazolin-3(4H)-yl)propionic acid